FC(S(=O)(=O)O[C@@H]1CN2C(OC1)=CC=N2)(F)F (R)-6,7-dihydro-5H-pyrazolo[5,1-b][1,3]oxazin-6-yl trifluoromethanesulfonate